racemic-S-(1-((4-acetylphenyl) amino)-1-oxobutan-2-yl) carbamothioate C(N)(S[C@@H](C(=O)NC1=CC=C(C=C1)C(C)=O)CC)=O |r|